rel-3-(5-(difluoromethyl)-1,3,4-thiadiazol-2-yl)-8-((1S,9aS)-1-(hydroxymethyl)hexahydropyrazino[2,1-c][1,4]oxazin-8(1H)-yl)-N-(1-methylcyclopropyl)imidazo[1,2-a]pyridine-6-sulfonamide FC(C1=NN=C(S1)C1=CN=C2N1C=C(C=C2N2C[C@H]1[C@H](OCCN1CC2)CO)S(=O)(=O)NC2(CC2)C)F |o1:18,19|